valine 4-nitrophenyl ester [N+](=O)([O-])C1=CC=C(C=C1)OC([C@@H](N)C(C)C)=O